COC(=O)C=1N(C=CC1)CCCC=C 1-(pent-4-en-1-yl)-1H-pyrrole-2-carboxylic acid methyl ester